NC1=NC(=CC(=N1)C=1C(=C(C#N)C=CC1)F)C=1N=NN(C1)CC1=NC(=CC=C1)C 3-(2-amino-6-{1-[(6-methyl-2-pyridinyl)methyl]-1H-1,2,3-triazol-4-yl}-4-pyrimidinyl)-2-fluoro-benzonitrile